O=C1N[C@@H]2[C@H](OC1)CCN(C2)C(=O)OC2=CC=C(C=C2)[N+](=O)[O-] (4-nitrophenyl) (4aS,8aR)-3-oxo-4,4a,5,7,8,8a-hexahydropyrido[4,3-b][1,4]oxazine-6-carboxylate